methyl 1-(4-(tert-butyl) phenyl)-6-oxo-1,6-dihydropyridazine-4-carboxylate C(C)(C)(C)C1=CC=C(C=C1)N1N=CC(=CC1=O)C(=O)OC